piperidinouridine N1(CCCCC1)[C@@]1([C@H](O)[C@H](O)[C@@H](CO)O1)N1C(=O)NC(=O)C=C1